1-[4-[7-[6-amino-3-(trifluoromethyl)-2-pyridyl]-6-(1,1-difluoroethyl)quinazolin-4-yl]piperazin-1-yl]prop-2-en-1-one NC1=CC=C(C(=N1)C1=C(C=C2C(=NC=NC2=C1)N1CCN(CC1)C(C=C)=O)C(C)(F)F)C(F)(F)F